CC1C(SCC1)=O 3-methyldihydro-2(3H)-thiophenone